N-(((9H-Fluoren-9-yl)methoxy)carbonyl)-N-(6-(((allyloxy)carbonyl)amino)hexyl)glycine C1=CC=CC=2C3=CC=CC=C3C(C12)COC(=O)N(CC(=O)O)CCCCCCNC(=O)OCC=C